[I-].C[N+]1=C2C(=CC=C1)C=1C=CC=CC1C2=O 1-methyl-9-oxo-9H-indeno[2,1-b]pyridinium iodide